tert-butyl N-[(3R)-5-[(4-chlorophenyl)methyl]-8-fluoro-7-[2-(1-methyl-3-piperidyl) tetrazol-5-yl]-1,1,4-trioxo-2,3-dihydro-1λ6,5-benzothiazepin-3-yl]carbamate ClC1=CC=C(C=C1)CN1C([C@H](CS(C2=C1C=C(C(=C2)F)C=2N=NN(N2)C2CN(CCC2)C)(=O)=O)NC(OC(C)(C)C)=O)=O